C(C1=CC=CC=C1)C1=C(NC2=CC=CC=C12)C1=NNC(=C1)C1(CC=C(C=C1)NC1CCN(CC1)C)N 1-(3-(3-benzyl-1H-indol-2-yl)-1H-pyrazol-5-yl)-N4-(1-methylpiperidin-4-yl)benzene-1,4-diamine